C(C1=CC=CC=C1)SC1=C(C=C(C=C1)C)C1=NN=C(O1)CCCN(C(OC(C)(C)C)=O)C1CCC(CC1)(F)F tert-butyl (3-(5-(2-(benzylthio)-5-methylphenyl)-1,3,4-oxadiazol-2-yl)propyl)(4,4-difluorocyclohexyl)carbamate